ClC1=NC(=CN=C1)C 2-chloro-6-methylpyrazine